4-[2-(4-fluorophenyl)-1-oxo-2,3-dihydro-1H-pyrrolo[3,4-c]pyridin-4-yl]-3-methoxybenzonitrile FC1=CC=C(C=C1)N1CC=2C(=NC=CC2C1=O)C1=C(C=C(C#N)C=C1)OC